C(C)(C)(C)N1C(=C(C=C1C1=CC=CC=C1)N(S(=O)(=O)C1=CC=C(C=C1)C)C1CCCCC1)C#N N-[1-(tert-butyl)-2-cyano-5-phenyl-1H-pyrrolyl]-N-cyclohexyl-4-methylbenzenesulfonamide